C(C=C)(=O)N1CC(CCC1)C=1SC(=C(N1)C(=O)N)C1=CC=C(C=C1)OC1=CC=CC=C1 2-(1-acryloylpiperidine-3-yl)-5-(4-phenoxyphenyl)thiazole-4-carboxamide